C/C(/CO)=C\CC\C(=C\C=C)\C (2E,6E)-2,6-Dimethylnona-2,6,8-trien-1-ol